NC1=CN=CN(C1=O)CC1=NC2=C(N1C(=O)OC(C)(C)C)C=C(C=C2CCC(F)(F)F)F tert-butyl 2-[(5-amino-6-oxo-pyrimidin-1-yl)methyl]-6-fluoro-4-(3,3,3-trifluoropropyl)benzimidazole-1-carboxylate